vinylbenzylaminoethylaminopropyltrimethoxySilane C(=C)CO[Si](OC)(OC)CCCNCCNCC1=CC=CC=C1